CNCC N-methyl-ethyl-amine